fluorine potassium hydride [H-].[K+].[F]